COC1=C(C(=O)P(CCC2=CC=CC=C2)(C(C2=C(C=CC=C2OC)OC)=O)=O)C(=CC=C1)OC bis(2,6-dimethoxybenzoyl)-2-phenyl-Ethylphosphine oxide